1-(tetrahydro-2H-pyran-2-yl)-6,7-dihydro-1H-pyrazolo[3,4-f][1,4]oxazepin O1C(CCCC1)N1NC=C2C1=CNCCO2